OCCCCCCC1=C2CN(C(C2=CC=C1)=C=O)C1C(NC(CC1)=O)=O 3-(4-(6-hydroxyhexyl)-1-carbonylisoindolin-2-yl)piperidine-2,6-dione